O=C1NC(CCC1N1C(C2=CC=C(C=C2C1=O)N1CCN(CC1)CC1CCN(CC1)C1=NC=C(C=C1)[N+](=O)[O-])=O)=O 2-(2,6-dioxopiperidin-3-yl)-5-(4-((1-(5-nitropyridin-2-yl)piperidin-4-yl)methyl)piperazin-1-yl)isoindoline-1,3-dione